methyl (S)-2-(chloroethyl)-1-(((S)-oxetan-2-yl) methyl)-1H-benzo[d]imidazole-6-carboxylate ClCCC1=NC2=C(N1C[C@H]1OCC1)C=C(C=C2)C(=O)OC